C1(CC1)C=1C=CC=2N(C1)C=C(N2)C(C(F)(F)F)=O 1-(6-cyclopropylimidazo[1,2-a]pyridin-2-yl)-2,2,2-trifluoroethan-1-one